N,N'-di-[4-(methanesulfonyloxy)-4-ethyl-phenyl]urea CS(=O)(=O)OC1(CC=C(C=C1)NC(=O)NC1=CCC(C=C1)(OS(=O)(=O)C)CC)CC